2-(2-chlorophenyl)-N-(4-sulfamoyl-2-((tetrahydro-2H-pyran-4-yl)methyl)-2H-indazol-6-yl)acetamide ClC1=C(C=CC=C1)CC(=O)NC=1C=C(C2=CN(N=C2C1)CC1CCOCC1)S(N)(=O)=O